ClC1=CNC=2N=C(N=C(C21)N[C@H]2CN[C@H](CC2)C)NC=2C=NN(C2)C 5-chloro-N2-(1-methyl-1H-pyrazol-4-yl)-N4-((3R,6S)-6-methylpiperidine-3-yl)-7H-pyrrolo[2,3-d]pyrimidine-2,4-diamine